CC=1N(C=2N(C(C(=C(N2)C(F)(F)F)C=2C=NN(C2)CC(C(F)(F)F)(F)F)=O)C1)C1=NC=CN=C1 2-methyl-6-[1-(2,2,3,3,3-pentafluoropropyl)-1H-pyrazol-4-yl]-1-(pyrazin-2-yl)-7-(trifluoromethyl)-1H,5H-imidazo[1,2-a]pyrimidin-5-one